4-(4-(1-(3-acetyl-4-hydroxyphenoxy)ethyl)-2-methoxy-5-nitrophenoxy)butanoic acid C(C)(=O)C=1C=C(OC(C)C2=CC(=C(OCCCC(=O)O)C=C2[N+](=O)[O-])OC)C=CC1O